1-ethyl-3-methyl-imidazolium hexyl-sulfate C(CCCCC)OS(=O)(=O)[O-].C(C)N1C=[N+](C=C1)C